1-(4-Chloro-5,6-difluoropyridin-3-yl)pent-4-en-1-amine ClC1=C(C=NC(=C1F)F)C(CCC=C)N